(S)-N-(2-(1-methyl-1H-indazol-3-yl)propan-2-yl)-2-(pyrrolidin-2-yl)acetamide CN1N=C(C2=CC=CC=C12)C(C)(C)NC(C[C@H]1NCCC1)=O